O=C1N(C(C=C1C1=CC=C(C=C1)C(F)(F)F)=O)CC1=CC(=C(OC(C(=O)O)(C)C)C(=C1)C)C 2-(4-((2,5-dioxo-3-(4-(trifluoromethyl)phenyl)-2,5-dihydro-1H-pyrrol-1-yl)methyl)-2,6-dimethylphenoxy)-2-methylpropanoic acid